N1(CCC2=CC=CC=C12)S(=O)(=O)C1=CC2=C(NC(N2)=O)C=C1 5-(Indolin-1-ylsulfonyl)-1,3-dihydro-2H-benzo[d]imidazol-2-one